C1(CCCCCN1)=O hexano-6-lactam